C1(CC1)OC(CO)(C1=CC=CC=C1)C1=NC(=NC2=CC=C(C=C12)C=1C2=C(C(N(C1)C)=O)NC=C2)N2CCC(CC2)N2CCC(CC2)(O)C#C 4-(1-Cyclopropoxy-2-hydroxy-1-phenylethyl-2-{4-ethynyl-4-hydroxy-[1,4-bipiperidin]-1'-yl}quinazolin-6-yl)-6-methyl-1H,6H,7H-pyrrolo[2,3-c]pyridin-7-one